C(C1=CC=CC=C1)OC1=CC=C(C=C1)NC(=O)C=1C=C(N(C1C)C)C1=C(C(=O)O)C=C(C(=C1)F)F 2-[4-({[4-(benzyloxy)phenyl]amino}carbonyl)-1,5-dimethyl-1H-pyrrol-2-yl]-4,5-difluorobenzoic acid